NC=1SC2=C(NC(C(=C2)Br)=O)N1 2-amino-6-bromothiazolo[4,5-b]pyridin-5(4H)-one